OC1CCC(CC1)N(C1=NC=C(C=N1)C=O)C 2-((4-hydroxycyclohexyl)(methyl)amino)pyrimidine-5-carbaldehyde